BrC1=C(C(=O)N(C(C(=C)C)=O)CCCC)C=CC=C1 2-bromo-N-butyl-N-methacryloylbenzamide